Cl.Cl.N[C@@H](CO)CC1=C(C2=NC(=CC(=C2S1)NCC=1OC=CC1)Cl)Br (2R)-2-amino-3-(3-bromo-5-chloro-7-{[(furan-2-yl)methyl]amino}thieno[3,2-b]pyridin-2-yl)propan-1-ol dihydrochloride